FC1=CC(=C(C(=O)OC)C=C1)NC1=C(C=C(C=C1)F)C(C)C methyl 4-fluoro-2-((4-fluoro-2-iso-propylphenyl)-amino)benzoate